COC1=C2C=C(N(C2=CC=C1CN1CCC2(CN(C2)C2=NC=NC3=CC=C(C=C23)CC(F)(F)F)CC1)C(CN1CCN(CC1)S(=O)(=O)C)C)C#N 4-methoxy-1-[1-methyl-2-(4-methylsulfonylpiperazin-1-yl)ethyl]-5-[[2-[6-(2,2,2-trifluoroethyl)quinazolin-4-yl]-2,7-diazaspiro[3.5]nonan-7-yl]methyl]indole-2-carbonitrile